FC(=COC(C(C(F)(F)F)(F)F)(F)F)C(C(F)(F)F)(F)F 2,3,3,4,4,4-hexafluoro-1-(perfluoropropoxy)but-1-ene